(R)-4-(((tert-butyldimethylsilyl)oxy)methyl)piperidine [Si](C)(C)(C(C)(C)C)OCC1CCNCC1